3-bromofuran-2-carboxylic acid BrC1=C(OC=C1)C(=O)O